(±)-N-[1-(2,3-Dihydro-benzofuran-5-yl)-ethyl]-3-(2-fluoro-phenyl)-acrylamide O1CCC2=C1C=CC(=C2)[C@@H](C)NC(C=CC2=C(C=CC=C2)F)=O |r|